((2R,3S)-1,3-dimethylpyrrolidin-2-yl)methanol CN1[C@H]([C@H](CC1)C)CO